CC=1N(C(=CC1)C)C1=CC=C(C=C1)C1=NOC(C1)(O)C(F)(F)F 3-[4-(2,5-dimethyl-1H-pyrrol-1-yl)phenyl]-5-(trifluoromethyl)-4,5-dihydro-1,2-oxazol-5-ol